N(=C=S)CCCCS(=O)(=O)C 1-isothiocyanato-4-methylsulfonylbutane